3-(6-(3,3-Dimethylbut-1-yn-1-yl)-5,7-difluoro-4-oxo-1,4-dihydroquinolin-2-yl)-4-(methylsulfonyl)benzonitrile CC(C#CC=1C(=C2C(C=C(NC2=CC1F)C=1C=C(C#N)C=CC1S(=O)(=O)C)=O)F)(C)C